(3R)-3-methyl-4-(6-methyl-7-(oxetan-3-yl)-2-(1H-pyrazol-3-yl)-6,7,8,9-tetrahydro-2H-1,2,3,7-tetraazabenzo[cd]azulene-4-yl)morpholine C[C@H]1N(CCOC1)C=1C=C2C3=C(N(N=C3CCN(C2C)C2COC2)C2=NNC=C2)N1